C1(CC1)C(=O)NC1=CC(=C(N=N1)C(NC([2H])([2H])[2H])=O)NC=1C(=C(C=CC1)C=1OC=2CN(CCC2N1)C(=O)OCC1=CC=CC=C1)OC benzyl 2-(3-((6-(cyclopropanecarboxamido)-3-((methyl-d3) carbamoyl) pyridazin-4-yl) amino)-2-methoxyphenyl)-6,7-dihydrooxazolo[5,4-c]pyridine-5(4H)-carboxylate